COC=1C=C2C(=CC=NC2=CC1OC)OC1=C(C=C(C=C1)NS(=O)(=O)N)F N-(4-((6,7-dimethoxyquinolin-4-yl)oxy)-3-fluorophenyl)sulfamide